(5-Fluoropyridin-3-yl)-N-[2-(6-methoxy-1H-indol-3-yl)ethyl]-5H,6H,7H,8H,9H-pyrimido[4,5-d]azepin-4-amine FC=1C=C(C=NC1)C=1N=C(C2=C(CCNCC2)N1)NCCC1=CNC2=CC(=CC=C12)OC